1-hydroxy-6,6,9-trimethyl-3-pentyl-6a,7,10,10a-tetrahydro-6H-benzo[c]chromene-2-carboxylic acid OC1=C2C3C(C(OC2=CC(=C1C(=O)O)CCCCC)(C)C)CC=C(C3)C